6-bromo-3-[(3S,4Z)-4-[(R)-tert-butylsulfinyl]imino-3-methyl-2-oxa-8-azaspiro[4.5]decan-8-yl]-5-methyl-pyrazine-2-carboxylic acid isopropyl ester C(C)(C)OC(=O)C1=NC(=C(N=C1N1CCC2(/C(/[C@@H](OC2)C)=N/[S@](=O)C(C)(C)C)CC1)C)Br